[(5-methylfuran-2-yl)methyl]-3-[(5-methylpyridazin-3-yl)amino]benzamide CC1=CC=C(O1)CC1=C(C(=O)N)C=CC=C1NC=1N=NC=C(C1)C